4-(7-chloro-8-hydroxy-3-(oxazol-5-ylmethyl)-4-oxo-3,4-dihydrobenzo[4,5]thieno[2,3-d]pyrimidin-2-yl)-3-cyclopropylbenzonitrile ClC1=C(C2=C(C3=C(N=C(N(C3=O)CC3=CN=CO3)C3=C(C=C(C#N)C=C3)C3CC3)S2)C=C1)O